5,6-dihydro-5-azacytidine [C@@H]1([C@H](O)[C@H](O)[C@@H](CO)O1)N1C(=O)N=C(N)NC1